C(CCCCCC)N(C(=O)C1C(CCCC1)C(=O)OCC(COC(=O)C1C(CCCC1)C(N(CCCCCCC)CCCCCCC)=O)(NC(CCN1CCCCC1)=O)COC(CC1C(CCCC1)CN(CCCCCCC)CCCCCCC)=O)CCCCCCC 2-((2-(2-((diheptylamino)methyl)cyclohexyl)acetoxy)methyl)-2-(3-(piperidin-1-yl)propanamido)propane-1,3-diyl bis(2-(diheptylcarbamoyl)cyclohexane-1-carboxylate)